F[C@H]1C[C@H](N(C1)C(CN1CCC(CC1)N(C=1C=NC2=CC=CC=C2C1)C)=O)C#N (2S,4S)-4-fluoro-1-[2-[4-[methyl(3-quinolyl)amino]-1-piperidyl]acetyl]pyrrolidine-2-carbonitrile